2,4-dichloropyrrolo[1,2-f][1,2,4]triazine C1=CN2C(=C1)C(=NC(=N2)Cl)Cl